(S)-tert-butyl 4,4-dimethyl-1-(N-methylmethanesulfonamido)-1-oxopent-2-ylcarbamate CC(C[C@@H](C(=O)N(S(=O)(=O)C)C)NC(OC(C)(C)C)=O)(C)C